Heptyl 3-ethyl-6-(3-((2-heptylnonanyl)oxy)propyl)-13-hexyl-11-oxo-10,12-dioxa-3,6-diazaoctadecane-18-oate C(C)N(CC)CCN(CCCOC(OC(CCCCC(=O)OCCCCCCC)CCCCCC)=O)CCCOCC(CCCCCCC)CCCCCCC